4-amino-6-chloro-1,3-benzenedisulfonyl chloride NC1=C(C=C(C(=C1)Cl)S(=O)(=O)Cl)S(=O)(=O)Cl